4-(4'-(1H-1,2,4-triazol-5-yl)-[1,1'-biphenyl]-4-yl)-1H-1,2,3-triazole N1N=CN=C1C1=CC=C(C=C1)C1=CC=C(C=C1)C=1N=NNC1